4-[2-(4-bromopyrazol-1-yl)ethyl]piperidine BrC=1C=NN(C1)CCC1CCNCC1